triiodiopropionate IC(CC(=O)[O-])(I)I